[6-(m-cyanophenyl)-4-(1-{[6-(trifluoromethyl)-2-pyridinyl]methyl}-1H-1,2,3-triazol-4-yl)-2-pyrimidinylamino]acetic acid C(#N)C=1C=C(C=CC1)C1=CC(=NC(=N1)NCC(=O)O)C=1N=NN(C1)CC1=NC(=CC=C1)C(F)(F)F